6-bromohexyl 4,4-bis((4-butylbenzyl)oxy)butanoate C(CCC)C1=CC=C(COC(CCC(=O)OCCCCCCBr)OCC2=CC=C(C=C2)CCCC)C=C1